6-Methyl-4-oxo-2-phenyl-chromen CC=1C=C2C(C=C(OC2=CC1)C1=CC=CC=C1)=O